N-phenyl-3-(thiazol-2-yl)-3-(p-tolyl)pyrrolidine-1-carboxamide C1(=CC=CC=C1)NC(=O)N1CC(CC1)(C1=CC=C(C=C1)C)C=1SC=CN1